bis(4-amino-3,5-dimethylphenyl)-1,4-diisopropylbenzene NC1=C(C=C(C=C1C)C=1C(=C(C=CC1C(C)C)C(C)C)C1=CC(=C(C(=C1)C)N)C)C